methylenebis(methylnaphthalene) sodium [Na].C(C1=C(C=CC2=CC=CC=C12)C)C1=C(C=CC2=CC=CC=C12)C